C12CN(CC(N1)C2)C=2N=CC(=NC2)C#N 5-{3,6-diazabicyclo[3.1.1]heptan-3-yl}pyrazine-2-carbonitrile